4-Aminomethyl-N-(7-methoxy-4-phenyl-1H-benzoimidazol-2-yl)-benzamide NCC1=CC=C(C(=O)NC2=NC3=C(N2)C(=CC=C3C3=CC=CC=C3)OC)C=C1